β-CAROTENE CC1(C)CCCC(C)=C1\C=C\C(\C)=C\C=C\C(\C)=C\C=C\C=C(/C)\C=C\C=C(/C)\C=C\C1=C(C)CCCC1(C)C